1-((5-bromo-3-fluoropyridin-2-yl)methyl)-2-methyl-1H-benzo[d]imidazole BrC=1C=C(C(=NC1)CN1C(=NC2=C1C=CC=C2)C)F